C(C)(C)(C)OC(=O)N1C[C@H](CC1)OC1=NC=C(C(=O)O)C=C1C1=CC=C(C=C1)F (S)-6-((1-(tert-butoxycarbonyl)pyrrolidin-3-yl)oxy)-5-(4-fluorophenyl)nicotinic acid